2-({(1R)-1-[7-Methyl-2-(4-morpholinyl)-4-oxo-4H-pyrido[1,2-a]pyrimidin-9-yl]ethyl}amino)benzoic acid CC=1C=C(C=2N(C(C=C(N2)N2CCOCC2)=O)C1)[C@@H](C)NC1=C(C(=O)O)C=CC=C1